C=C(C(=O)O)CC(=O)O 2-methylidenebutanedioic acid